FC(C)(F)C1=NC=CC(=N1)NC1=C(C=NC(=C1)NC(C)=O)C1=NC=C(C=C1)COC(F)F N-(4'-((2-(1,1-difluoroethyl)pyrimidin-4-yl)amino)-5-((difluoromethoxy)methyl)-[2,3'-bipyridin]-6'-yl)acetamide